1-(2-((4-Aminobutyl)amino)-6-(3,5-dimethoxyphenyl)pyrido[2,3-d]pyrimidin-7-yl)-3-(tert-butyl)urea NCCCCNC=1N=CC2=C(N1)N=C(C(=C2)C2=CC(=CC(=C2)OC)OC)NC(=O)NC(C)(C)C